3-(3-((8-chloro-[1,2,4]triazolo[4,3-a]pyridin-3-yl)thio)propoxy)-7-methoxy-2-(4-fluorophenyl)-4H-chromen-4-one ClC=1C=2N(C=CC1)C(=NN2)SCCCOC2=C(OC1=CC(=CC=C1C2=O)OC)C2=CC=C(C=C2)F